[Si](C)(C)(C(C)(C)C)OC(C(CC(=O)O)C)CO[Si](C)(C)C(C)(C)C 4,5-bis((tert-butyldimethylsilyl)oxy)-3-methylpentanoic acid